5-(2-fluorophenyl)-3-(3-cyanophenyl)-1,2,4-oxadiazole FC1=C(C=CC=C1)C1=NC(=NO1)C1=CC(=CC=C1)C#N